C(C)C=1C=C(C(=O)C(C=O)C(CC)=O)C=CC1 2-(3-ethylbenzoyl)-3-oxovaleraldehyde